4-(N-(4-chlorophenyl)sulfamoyl)-N-(3-(N,N-dimethylsulfamoyl)-4-methylphenyl)benzamide ClC1=CC=C(C=C1)NS(=O)(=O)C1=CC=C(C(=O)NC2=CC(=C(C=C2)C)S(N(C)C)(=O)=O)C=C1